4-Chloro-5-fluoro-2-methoxybenzonitrile ClC1=CC(=C(C#N)C=C1F)OC